ClC1=CC=C2N(C1=O)C(NC2=O)(C)C2=CC=C(C=C2)F 6-chloro-3-(4-fluorophenyl)-3-methyl-2,3-dihydroimidazo[1,5-a]pyridine-1,5-dione